C1(CCCC1)OC1=CC=CC(=N1)C=1C=C2C=CC(=CC2=CC1)OCC(=O)OCC Ethyl [6-(6-cyclopentyloxy-pyridin-2-yl)-naphthalen-2-yloxy]-acetate